5-(1,1-dicyclopentylethoxycarbonyl)-bicyclo[2.2.1]hept-2-ene C1(CCCC1)C(C)(OC(=O)C1C2C=CC(C1)C2)C2CCCC2